(3,3-difluoropyrrolidin-1-yl)-5-methoxypyrimidin-4-amine FC1(CN(CC1)C1=NC=C(C(=N1)N)OC)F